2-bromo-1-(2-(3,6-dihydro-2H-pyran-4-yl)-5-((4-methoxybenzyl)amino)-2H-1,2,3-triazol-4-yl)pentane-1,3-dione BrC(C(=O)C1=NN(N=C1NCC1=CC=C(C=C1)OC)C=1CCOCC1)C(CC)=O